4-cyclopropyl-6-methoxy-2-methylpyrimidine C1(CC1)C1=NC(=NC(=C1)OC)C